4-succinimidyloxycarbonyl-α-methyl-α-(2-pyridyl-dithio)-toluene C1(CCC(N1OC(=O)C1=CC=C(C(SSC2=NC=CC=C2)C)C=C1)=O)=O